4'-cyclopropyl-5-fluoro[1,1'-biphenyl]-2-carboxylic acid C1(CC1)C1=CC=C(C=C1)C=1C(=CC=C(C1)F)C(=O)O